3,5-bis(tertiary butyl)-4-hydroxybenzenepropionyl chloride C(C)(C)(C)C=1C=C(C=C(C1O)C(C)(C)C)CCC(=O)Cl